NC=1SC(=C(N1)C=1C(=C(C=CC1)NC(C)=O)F)C1=NC(=NC=C1)NC1CC2(CS(C2)(=O)=O)C1 N-(3-(2-amino-5-(2-((2,2-dioxido-2-thiaspiro[3.3]heptan-6-yl)amino)pyrimidin-4-yl)thiazol-4-yl)-2-fluorophenyl)acetamide